Thioacetic acid S-(3-hydroxy-2,2-dimethylpropyl) ester OCC(CSC(C)=O)(C)C